FC1=C(NC2=CN=C(C(=N2)C(CCC(=O)O)(CC)CC)CC)C=CC(=C1)F 4-[6-(2,4-DIFLUOROANILINO)-3-ETHYL-PYRAZIN-2-YL]-4-ETHYL-HEXANOIC ACID